Cl.Cl.N1=C(C=CC=2CCCNC12)CCC1(CC1)CN (1-(2-(5,6,7,8-tetrahydro-1,8-naphthyridin-2-yl)ethyl)cyclopropyl)methanamine dihydrochloride